1-(1',4-dimethyl-1-phenyl-1H,1'H-[3,4'-bipyrazol]-5-yl)-3-(5-(methoxymethyl)-2-(trifluoromethyl)benzyl)urea CN1N=CC(=C1)C1=NN(C(=C1C)NC(=O)NCC1=C(C=CC(=C1)COC)C(F)(F)F)C1=CC=CC=C1